COC1=C(CNC=2C=3N(C4=C(N2)C=NC(=C4)C(=O)N([C@@H]4COCC2=CC(=CC=C42)C(F)(F)F)C)C=NC3)C=CC(=C1)OC (S)-4-((2,4-dimethoxybenzyl)amino)-N-methyl-N-(7-(trifluoromethyl)isochroman-4-yl)imidazo[1,5-a]pyrido[3,4-e]pyrazine-8-carboxamide